tert-butyl 2-(2-(((benzyloxy)carbonyl)amino)-3-methoxy-3-oxoprop-1-en-1-yl)thiomorpholine-4-carboxylate C(C1=CC=CC=C1)OC(=O)NC(=CC1CN(CCS1)C(=O)OC(C)(C)C)C(=O)OC